(3,4-diaminophenyl)methanone NC=1C=C(C=CC1N)C=O